3-ethyl-3-(2-hydroxyethyl)methoxyoxetane C(C)C1(COC1)OCCCO